[(4S)-4-ethyl-1-[(5-fluoro-3-pyridyl)-[(1R,2R)-2-[[3-hydroxy-2-(trifluoromethyl)chroman-4-yl]carbamoyl]cyclopropyl]methyl]-4-methyl-6-oxo-hexahydropyrimidin-2-ylidene]ammonium C(C)[C@@]1(NC(N(C(C1)=O)C([C@H]1[C@@H](C1)C(NC1C(C(OC2=CC=CC=C12)C(F)(F)F)O)=O)C=1C=NC=C(C1)F)=[NH2+])C